FC=1C=C(C=C(C1)S(=O)(=N)C(F)(F)F)CC1CC2(CN(C2)C(=O)N2C[C@H](CC2)C2=NC=NN2)C1 |r| [6-[[3-Fluoro-5-(trifluoromethylsulfonimidoyl)phenyl]methyl]-2-azaspiro[3.3]heptan-2-yl]-[rac-(3S)-3-(1H-1,2,4-triazol-5-yl)pyrrolidin-1-yl]methanone